FC1(CN(CCC1)C1=NC(=CN=C1)C=1SC=NN1)C=1SC(=NN1)C1=NC(=CC=C1)C(F)(F)F 2-(3-Fluoro-3-{5-[6-(trifluoromethyl)pyridin-2-yl]-1,3,4-thiadiazol-2-yl}piperidin-1-yl)-6-(1,3,4-thiadiazol-2-yl)pyrazine